acetylfuran CC(=O)C1=CC=CO1